O1C(=CC=C1C(=O)OC)C(=O)OC dimethyl 2,5-Furanedicarboxylate